(1-(2-methyl-6-toluenesulfonylimidazo[4,5-d]pyrrolo[2,3-b]pyridin-1(6H)-yl)piperidin-4-yl)methanol CC1=NC=2C(=C3C(=NC2)N(C=C3)S(=O)(=O)CC3=CC=CC=C3)N1N1CCC(CC1)CO